O1C=CC2=C1C=CC=C2CC(=O)N(C)[C@H]2[C@@H](C[C@@]1(CCCO1)CC2)N2C[C@H](CC2)F 2-(benzofuran-4-yl)-N-((5S,7R,8R)-7-((S)-3-fluoropyrrolidin-1-yl)-1-oxaspiro[4.5]decan-8-yl)-N-Methylacetamide